2,6-dichloro-3-iodopyridine ClC1=NC(=CC=C1I)Cl